ClC=1C=C2C3(CN(C2=CC1)C1CCNCC1)CC3 5'-chloro-1'-(4-piperidinyl)spiro[cyclopropane-1,3'-indoline]